2-(2-Aminomethyl-azetidin-1-yl)-5-(2,3-dichloro-phenyl)-6-methyl-pyrimidine-4-carboxylic acid amide NCC1N(CC1)C1=NC(=C(C(=N1)C(=O)N)C1=C(C(=CC=C1)Cl)Cl)C